(S)-9-ethyl-9-hydroxy-10,13-dioxo-2,3,9,10,13,15-hexahydro-1H,12H-benzo[de]pyrano[3',4':6,7]indolizino[1,2-b]quinoline C(C)[C@]1(C(OCC=2C(N3CC=4C(=NC=5C=CC=C6C5C4CCC6)C3=CC21)=O)=O)O